ethyl-{[4-nitro-1-phenyl-5-(1H-tetrazol-5-yl)-1H-pyrazol-3-yl]sulfanyl}acetate C(C)OC(CSC1=NN(C(=C1[N+](=O)[O-])C1=NN=NN1)C1=CC=CC=C1)=O